4-(4-(4-(2-(Piperazin-1-yl)ethoxy)phenyl)piperidin-1-yl)-2-(trifluoromethyl)-benzonitrile N1(CCNCC1)CCOC1=CC=C(C=C1)C1CCN(CC1)C1=CC(=C(C#N)C=C1)C(F)(F)F